3,5-bis(trifluoromethyl)phenylboric acid FC(C=1C=C(C=C(C1)C(F)(F)F)OB(O)O)(F)F